8-chloro-6-methyl-7-(pyridin-4-yl)-3,4-dihydropyrrolo[1,2-a]pyrazin-1(2H)-one ClC=1C(=C(N2C1C(NCC2)=O)C)C2=CC=NC=C2